dipropylethyl 2,2,2-trifluoroethyl phosphate P(=O)(OC(C)(CCC)CCC)(OCC(F)(F)F)[O-]